5-phenoxy-1H-indol-3-amine hydrochloride tert-Butyl-(5-phenoxy-1H-indol-3-yl)carbamate C(C)(C)(C)N(C(O)=O)C1=CNC2=CC=C(C=C12)OC1=CC=CC=C1.Cl.O(C1=CC=CC=C1)C=1C=C2C(=CNC2=CC1)N